C(=S)(SC(C)C(C)(CCCO)C#N)[S-] 2-cyano-5-hydroxypentan-2-ylethyl carbontrithioate